histamine Hydrochloride Cl.NCCC1=CNC=N1